3-(3-Chloro-4-fluorophenyl)-1-(2-methoxy-4-methylpyrimidin-5-yl)-1-((5-(trifluoromethyl)-1H-pyrazol-3-yl)methyl)urea ClC=1C=C(C=CC1F)NC(N(CC1=NNC(=C1)C(F)(F)F)C=1C(=NC(=NC1)OC)C)=O